isotridecyl neopentanoate C(C(C)(C)C)(=O)OCCCCCCCCCCC(C)C